N1C(=C(C2=CC=CC=C12)C(=O)O)C(=O)O 1H-indole-2,3-dicarboxylic acid